(S)-4-(3-methyl-1H-pyrrolo[2,3-b]pyridin-4-yl)-N-(pyrrolidin-3-ylmethyl)-3,4-dihydro-2H-1,4-thiazine-6-carboxamide hydrochloride Cl.CC1=CNC2=NC=CC(=C21)N2CCSC(=C2)C(=O)NC[C@@H]2CNCC2